1-(4-biphenylyl)-4-Hydroxy-3-(2,2,2-trifluoroethan-1-one-1-yl)-[1]benzothieno[3,2-h]quinoline C1(=CC=C(C=C1)N1CC(=C(C2=CC=C3C(=C12)SC1=C3C=CC=C1)O)C(C(F)(F)F)=O)C1=CC=CC=C1